Boc-Lysyl-Benzophenone C(=O)(OC(C)(C)C)N[C@@H](CCCCN)C(=O)C1=C(C(=O)C2=CC=CC=C2)C=CC=C1